CC(C(C(C(C)(C)C)=O)=O)CCC.CC(C(C(C(C)(C)C)=O)=O)CCC.CC(C(C(C(C)(C)C)=O)=O)CCC.[La] lanthanum tris(tetramethylheptanedione)